i-hexyl-3-methylimidazolium triflate [O-]S(=O)(=O)C(F)(F)F.C(CCC(C)C)C=1NC=C[N+]1C